(3-bromophenoxy)(tert-butyl)dimethylsilane tert-butyl-piperidine-4-carboxylate hydrochloride Cl.C(C)(C)(C)OC(=O)C1CCNCC1.BrC=1C=C(O[Si](C)(C)C(C)(C)C)C=CC1